5-Methoxy-6-methyl-4-(4-methyl-3-pyridyl)-N-(4-methylthiazol-2-yl)pyridine-2-carboxamide COC=1C(=CC(=NC1C)C(=O)NC=1SC=C(N1)C)C=1C=NC=CC1C